C(C)N1C2=NC(=NC(=C2N=C1N1CC2COCCN2CC1)N1[C@@H](COCC1)C)N1N=CC(=C1)C1=CC=CC=C1 8-(9-ethyl-6-((R)-3-methylmorpholino)-2-(4-phenyl-1H-pyrazol-1-yl)-9H-purin-8-yl)octahydropyrazino[2,1-c][1,4]oxazine